2-(4-cyanophenyl)-N-(3-(1-(ethylthio)-9-fluoro-5-oxo-[1,2,4]triazolo[4,3-a]quinazolin-4(5H)-yl)propyl)acetamide C(#N)C1=CC=C(C=C1)CC(=O)NCCCN1C=2N(C3=C(C=CC=C3C1=O)F)C(=NN2)SCC